1-(4-((4-(3-Chloro-4-(2-chloro-3-(3-(((2-hydroxyethyl)amino)methyl)-1-methyl-1H-pyrrolo[2,3-b]pyridin-6-yl)phenyl)pyridin-2-yl)-2-methoxybenzyl)amino)piperidin-1-yl)ethan-1-one ClC=1C(=NC=CC1C1=C(C(=CC=C1)C1=CC=C2C(=N1)N(C=C2CNCCO)C)Cl)C2=CC(=C(CNC1CCN(CC1)C(C)=O)C=C2)OC